2-(3,3-dimethylcyclobutyl)pyrimidin-5-amine CC1(CC(C1)C1=NC=C(C=N1)N)C